N-(1-(2-(Methyl(2-phenoxyethyl)amino)-2-oxoethyl)-1H-pyrazol-4-yl)-3-phenoxypropanamide hydrochloride Cl.CN(C(CN1N=CC(=C1)NC(CCOC1=CC=CC=C1)=O)=O)CCOC1=CC=CC=C1